N1=CC(=CC=C1)/C(=C(\C)/C=1C=C(C=CC1)B(O)O)/C (E)-(3-(3-(3-pyridyl)but-2-en-2-yl)phenyl)boronic acid